(S)-N-(5-(2-(2-aminopyridin-3-yl)-5-(4-methylpiperazin-1-yl)-3H-imidazo[4,5-b]pyridin-3-yl)-2,3-dihydro-1H-inden-1-yl)-3-formyl-4-hydroxybenzamide NC1=NC=CC=C1C1=NC=2C(=NC(=CC2)N2CCN(CC2)C)N1C=1C=C2CC[C@@H](C2=CC1)NC(C1=CC(=C(C=C1)O)C=O)=O